N-(3-nitro-2-pyridyl)-2-[3-(trifluoromethoxy)phenoxy]pyrimidin-5-amine [N+](=O)([O-])C=1C(=NC=CC1)NC=1C=NC(=NC1)OC1=CC(=CC=C1)OC(F)(F)F